C(C(=C)C)(=O)OC1=C(C=O)C=CC=C1 2-methacryloxybenzaldehyde